The molecule is an oxime obtained via formal condensation of pyruvic acid with hydroxylamine. It is a conjugate acid of a pyruvate oxime. C/C(=N/O)/C(=O)O